(6-(2-chloro-5-fluorophenyl)-3-cyano-7-(4-methoxybenzyl)-8-oxo-1,6,7,8-tetrahydropyrrolo[3,4-g]indazol-5-yl)-5-fluorobenzamide ClC1=C(C=C(C=C1)F)C1N(C(C=2C1=C(C=C1C(=NNC21)C#N)C2=C(C(=O)N)C=C(C=C2)F)=O)CC2=CC=C(C=C2)OC